1-ethyl-3-butylsulphonic acid C(C)CCC(C)S(=O)(=O)O